C(CCCC)OC(COCCOCCOCCO)O n-pentoxytetraethylene glycol